C1=CC=C(C=C1)C[C@@H](C(=O)O)NC2=CC=CC=C2 N-Phenyl-L-phenylalanine